ClCCCCC1=CC=C(C(=O)O)C=C1 4-(4-chlorobutyl)benzoic acid